6-bromo-N-((1-methyl-3-oxo-2,3,5,6,7,8-hexahydroisoquinolin-4-yl)methyl)nicotinamide BrC1=NC=C(C(=O)NCC=2C(NC(=C3CCCCC23)C)=O)C=C1